ClC1=CC(=C(C=C1)C1=NC(=CC2=C1N=C(N(C2=O)C)C)N2C[C@H](OCC2)C=2C=NN(C2)C)F (R)-8-(4-chloro-2-fluorophenyl)-2,3-dimethyl-6-(2-(1-methyl-1H-pyrazol-4-yl)morpholino)pyrido[3,4-d]pyrimidin-4(3H)-one